(2s,4s)-N-((1s,3s)-3-(3-isopropyl-5-methylphenyl)cyclobutyl)-N-methyl-6-oxo-7-oxa-5-azaspiro[3.4]octane-2-carboxamide C(C)(C)C=1C=C(C=C(C1)C)C1CC(C1)N(C(=O)C1CC2(C1)NC(OC2)=O)C